ls-2,4-diphenyl-4-methyl-1-pentene C1(=CC=CC=C1)C(=C)CC(C)(C)C1=CC=CC=C1